C1C(=O)COC1=O tetronic acid